ethyl 3-(naphthalen-2-yl)-3-oxopropanoate C1=C(C=CC2=CC=CC=C12)C(CC(=O)OCC)=O